O=C(CCC=1N=C(N(C1)C1=CC=CC=C1)C1=C(C(=O)N)C=C(C=N1)C=1C=NN(C1)COCC[Si](C)(C)C)NC1=CC=CC=C1 (4-(3-oxo-3-(phenylamino)propyl)-1-phenyl-1H-imidazol-2-yl)-5-(1-((2-(trimethylsilyl)ethoxy)methyl)-1H-pyrazol-4-yl)nicotinamide